3-(4-chlorophenyl)-1,3-butanediol ClC1=CC=C(C=C1)C(CCO)(C)O